C(C)(C)(C)OC(NC1=C2C(=C(N(C2=CC=C1)C1=CC=C(C=C1)F)C(C)C)I)=O (1-(4-fluorophenyl)-3-iodo-2-isopropyl-1H-indol-4-yl)carbamic acid tert-butyl ester